4-((1H-pyrazol-1-yl)methyl)-2-methoxy-N-((3-methoxy-5,6,7,8-tetrahydronaphthalen-2-yl)sulfonyl)benzamide N1(N=CC=C1)CC1=CC(=C(C(=O)NS(=O)(=O)C2=CC=3CCCCC3C=C2OC)C=C1)OC